((S)-2-(8-aminooctanamido)-3,3-dimethylbutanoyl)-4-hydroxy-N-(4-(4-methylthiazol-5-yl)benzyl)pyrrolidine-2-carboxamide NCCCCCCCC(=O)N[C@H](C(=O)N1C(CC(C1)O)C(=O)NCC1=CC=C(C=C1)C1=C(N=CS1)C)C(C)(C)C